O[C@@H]1CO[C@@H]2[C@@H](CO[C@H]12)OC=1N(C2=CC(=C(N=C2N1)C1=CC=C(OCCNC(C)=O)C=C1)F)COCC[Si](C)(C)C N-{2-[p-(2-{(1R,4R,5R,8R)-8-hydroxy-2,6-dioxabicyclo[3.3.0]oct-4-yloxy}-6-fluoro-1-{[2-(trimethylsilyl)ethoxy]methyl}-1H-1,3,4-triazainden-5-yl)phenoxy]ethyl}acetamide